FC1(CN(CC1)C1=NC=CC(=C1C=1NC2=C(N1)COCC2)C2=NC=CC=C2)F 2-[2-(3,3-difluoropyrrolidin-1-yl)-4-(2-pyridyl)-3-pyridyl]-1,4,6,7-tetrahydropyrano[3,4-d]imidazole